N1=CN=C2N=CNC2=C1N[C@@H](C(C)C)C1=NC2=CC=CC(=C2C(N1C1=CC=CC=C1)=O)Cl (S)-2-(1-((7H-purin-6-yl)amino)-2-methylpropyl)-5-chloro-3-phenylquinazolin-4(3H)-one